(2-(((2R,3R,5R)-5-(4-((tert-butoxycarbonyl)amino)-2-oxopyrimidin-1(2H)-yl)-3-((tert-butoxycarbonyl)oxy)-4,4-difluorotetrahydrofuran-2-yl)methoxy)-2-oxoethoxy)acetic acid C(C)(C)(C)OC(=O)NC1=NC(N(C=C1)[C@H]1C([C@@H]([C@H](O1)COC(COCC(=O)O)=O)OC(=O)OC(C)(C)C)(F)F)=O